1-Nitrocyclopropanecarboxylic acid [N+](=O)([O-])C1(CC1)C(=O)O